4-(7,8-difluoro-6,11-dihydrodibenzo[b,e]thiepin-11-yl)-2-ethyl-1H-pyrido[1,2-a]pyrazine-1,3,8(2H,4H)-trione FC1=C(C=CC=2C(C3=C(SCC21)C=CC=C3)C3C(N(C(C=2N3C=CC(C2)=O)=O)CC)=O)F